1,N'-bis(2-hydroxyethyl)ethylenediamine OCCC(CNCCO)N